tert-butyl ((2-((5-hydroxypentyl)oxy)-4-methylphenyl)sulfonyl)-L-prolinate OCCCCCOC1=C(C=CC(=C1)C)S(=O)(=O)N1[C@@H](CCC1)C(=O)OC(C)(C)C